Cl.C(=O)(O)CCP(CCC(=O)O)CCC(=O)O Tris[2-carboxyethyl]phosphine-HCl